N-hydroxyethyl-pyrrolidine OCCN1CCCC1